C(\C=C\C(=O)OCCCC)(=O)OCCCC din-butyl fumarate